(3R)-1-(7-chloro-2-((2-(difluoromethylene)tetrahydro-1H-pyrrolizin-7a(5H)-yl)methoxy)-8-fluoropyrido[4,3-d]pyrimidin-4-yl)-3-methylpiperidin-3-ol ClC1=C(C=2N=C(N=C(C2C=N1)N1C[C@@](CCC1)(O)C)OCC12CCCN2CC(C1)=C(F)F)F